ethyl-2-(4-(dimethylamino)phenyl)-5,7-dimethyl-4,6,8-trioxo-5,7-diazaspiro[2.5]octane-1-carboxylate C(C)OC(=O)C1C(C12C(N(C(N(C2=O)C)=O)C)=O)C2=CC=C(C=C2)N(C)C